C=C1C(CC(N1C(C=C)=O)=O)C1=C(C=CC=C1)F 5-methylene-1-(prop-2-enoyl)-4-(2-fluorophenyl)-dihydropyrrol-2-one